C(C)(=O)C1=NN(C2=CC=C(C=C12)C=1C=NC(=NC1)C)CC(=O)N1[C@@H]2C[C@@]2(C[C@H]1C(=O)NC1=NC(=CC(=C1)C1=NN=NN1)Br)C (1R,3S,5R)-2-(2-(3-acetyl-5-(2-methylpyrimidin-5-yl)-1H-indazol-1-yl)acetyl)-N-(6-bromo-4-(1H-tetrazol-5-yl)pyridin-2-yl)-5-methyl-2-azabicyclo[3.1.0]hexane-3-carboxamide